(S)-Methyl 2-amino-3-methylbutanoate N[C@H](C(=O)OC)C(C)C